The molecule is conjugate base of L-2-aminoadipic acid. It has a role as a human metabolite and a Saccharomyces cerevisiae metabolite. It is a conjugate base of a L-2-aminoadipic acid. It is a conjugate acid of a L-2-aminoadipate(2-). C(C[C@@H](C(=O)[O-])[NH3+])CC(=O)[O-]